C1(CC1)COC1=CC=C(N=N1)NC(C(=C)N1C[C@@](CC1)(C(F)(F)F)O)=O (S)-N-(6-(cyclopropylmethoxy)pyridazin-3-yl)-2-((S)-3-hydroxy-3-(trifluoromethyl)pyrrolidin-1-yl)propenamide